OC=1C=CC(=NC1)C(=O)NC=1C=CC=C2C=CC=NC12 5-hydroxy-N-(quinolin-8-yl)picolinamide